1-(2-(3-Chloro-6-(3,4-dichlorophenylamino)-9H-carbazol-1-ylamino)ethyl)guanidine ClC=1C=C(C=2NC3=CC=C(C=C3C2C1)NC1=CC(=C(C=C1)Cl)Cl)NCCNC(=N)N